(3R,5'S)-6-bromo-1'-(N-methyl-N-((2,2,2-trifluoroacetyl)-L-alanyl)leucyl)-2-oxo-1,2-dihydrospiro[imidazo[1,2-b]pyrazole-3,3'-pyrrolidine]-5'-carboxamide BrC=1C=C2N(N1)[C@]1(CN([C@@H](C1)C(=O)N)C([C@@H](N(C([C@@H](NC(C(F)(F)F)=O)C)=O)C)CC(C)C)=O)C(N2)=O